3-(7-Bromo-8-chloro-6-fluoro-1H-[1,2,3]triazolo[4,5-c]quinolin-1-yl)azetidine-1-Carboxylic acid tert-butyl ester C(C)(C)(C)OC(=O)N1CC(C1)N1N=NC=2C=NC=3C(=C(C(=CC3C21)Cl)Br)F